N-(6-methyl-2-benzothiazolyl)-2-[(3,4,6,7-tetrahydro-4-oxo-3-phenylthieno[3,2-d]pyrimidin-2-yl)thio]-Acetamide CC1=CC2=C(N=C(S2)NC(CSC=2N(C(C3=C(N2)CCS3)=O)C3=CC=CC=C3)=O)C=C1